3-cyano-4-(pyrrolidin-1-yl)benzoyl chloride C(#N)C=1C=C(C(=O)Cl)C=CC1N1CCCC1